C1(CC1)C(C=1C=C(C(=O)O)C=C(C1)C(F)(F)F)(F)F 3-[cyclopropyl(difluoro)meth-yl]-5-(trifluoromethyl)benzoic acid